4-[[3-[2,3-difluoro-4-(2-pyridyloxy)phenyl]imidazo[1,2-a]pyrazin-8-yl]amino]-2-ethyl-N,N-dimethyl-benzamide FC1=C(C=CC(=C1F)OC1=NC=CC=C1)C1=CN=C2N1C=CN=C2NC2=CC(=C(C(=O)N(C)C)C=C2)CC